C(C1=CC=CC=C1)OC(=O)OC/C=C/[N+]1(CCOCC1)[O-] (E)-4-(3-(((benzyloxy)carbonyl)oxy)prop-1-en-1-yl)morpholine 4-oxide